N-(6-([1,1'-biphenyl]-3-ylmethyl)-5-(1-fluorocyclobutane-1-carbonyl)-5-azaspiro[2.4]heptan-7-yl)methanesulfonamide C1(=CC(=CC=C1)CC1N(CC2(CC2)C1NS(=O)(=O)C)C(=O)C1(CCC1)F)C1=CC=CC=C1